6-(3-ethoxyphenyl)-2-oxo-3H-imidazo[4,5-b]Pyridine C(C)OC=1C=C(C=CC1)C=1C=C2C(=NC1)NC(N2)=O